7-(Trifluoromethyl)-1,3-benzodithiolan FC(C1=CC=CC2=C1SCS2)(F)F